C(\C=C\CCCCC)(=O)[O-] 2E-octenoate